CC(C(C(C)[Li])=O)=O 4-pentanedionyl-lithium